FC1=CC=C(CC2C(N(C3=CC=CC=C23)C(=O)OC(C)(C)C)=O)C=C1 tert-butyl 3-(4-fluorobenzyl)-2-oxoindoline-1-carboxylate